(3R)-1-(1-methylpyrazol-4-yl)piperidin-3-amine CN1N=CC(=C1)N1C[C@@H](CCC1)N